ClC1=C2C(=NC=C1)NCC2(CC)C=2C=C(C=CC2)N2C(CN(CC2)S(=O)(=O)C=C)=O 1-(3-{4-chloro-3-ethyl-1H-pyrrolo[2,3-b]pyridin-3-yl}phenyl)-4-(vinylsulfonyl)piperazin-2-one